NC1=CC(=C(CNC2CC(CCC2)S)C=C1)Cl 3-(4-amino-2-chloro-benzylamino)-cyclohexanethiol